2,5-di(naphthalen-1-yl)-2H-tetrazole C1(=CC=CC2=CC=CC=C12)N1N=C(N=N1)C1=CC=CC2=CC=CC=C12